2-[4-(4,4,5,5-tetramethyl-1,3,2-dioxaborolan-2-yl)-3-(trifluoromethyl)pyrazol-1-yl]acetonitrile CC1(OB(OC1(C)C)C=1C(=NN(C1)CC#N)C(F)(F)F)C